(S)-8-(difluoromethoxy)-8',8'-difluoro-1'-methyl-6-(trifluoromethyl)-7',8'-dihydro-3H,6'H-spiro[imidazo[1,2-a]pyridine-2,5'-isoquinoline] FC(OC=1C=2N(C=C(C1)C(F)(F)F)C[C@]1(C=3C=CN=C(C3C(CC1)(F)F)C)N2)F